C1(CC1)C[C@@H](C(=O)O)NC(=O)C=1NC2=CC=CC(=C2C1)OC (2S)-3-cyclopropyl-2-[(4-methoxy-1H-indole-2-carbonyl)amino]propanoic acid